2,3,4,4a-tetrahydro-1H-pyrido[3,4-b]indole-3-carboxylic acid C1NC(CC2C1=NC1=CC=CC=C21)C(=O)O